C(C)SC1=NC(=CC(=C1C(=O)NCC1=CC(=CC=C1)F)C)N(C)C1CC(CCC1)OC 2-Ethylsulfanyl-N-[(3-fluorophenyl)-methyl]-6-[(3-methoxy-cyclohexyl)-methyl-amino]-4-methyl-pyridine-3-carboxylic acid amide